N-(1-cyano-1,2-dimethylpropyl)-2-(2,4-dichlorophenoxy)propionamide ethyl-7-(2-bromobutanoylamino)-1H-indole-2-carboxylate C(C)OC(=O)C=1NC2=C(C=CC=C2C1)NC(C(CC)Br)=O.C(#N)C(C(C)C)(C)NC(C(C)OC1=C(C=C(C=C1)Cl)Cl)=O